4-CHLORO-3-(PIPERIDINE-1-CARBONYL)PHENYLBORONIC ACID ClC1=C(C=C(C=C1)B(O)O)C(=O)N1CCCCC1